4-(2-{[(2R,7aS)-2-fluoro-hexahydro-1H-pyrrolizin-7a-yl]methoxy}-8-fluoro-4-[(3R)-3-(2-hydroxypropan-2-yl)pyrrolidin-1-yl]quinazolin-7-yl)-5-ethynyl-6-fluoronaphthalen-2-ol F[C@@H]1C[C@@]2(CCCN2C1)COC1=NC2=C(C(=CC=C2C(=N1)N1C[C@@H](CC1)C(C)(C)O)C1=CC(=CC2=CC=C(C(=C12)C#C)F)O)F